CC1=C(OC2=C1C=C(C=C2)S(N(CCC2=CC=CC=C2)CC2=C(C=CC=C2)C(F)(F)F)(=O)=O)C(=O)O 3-methyl-5-(N-(2-trifluoromethylbenzyl)-N-phenethylsulfamoyl)benzofuran-2-carboxylic acid